The molecule is an alkylamine having isobutyl as the alkyl group. It has been isolated from Sambucus nigra (Elderberry). It has a role as a plant metabolite. It is a conjugate base of a 2-methylpropanaminium. CC(C)CN